2-(3-(2-(4H-1,2,4-triazol-4-yl)propan-2-yl)-1-isopropyl-1H-pyrazol-5-yl)-N4-isopropyl-5-(trifluoromethyl)-7H-pyrrolo[2,3-d]pyrimidine-2,4-diamine N=1N=CN(C1)C(C)(C)C1=NN(C(=C1)C1(N=C(C2=C(N1)NC=C2C(F)(F)F)NC(C)C)N)C(C)C